C(C=C)(=O)[O-].C(C=C)(=O)[O-].[Li+].[Li+] lithium diacrylate